CC(CC1=C(C2=CC=CC=C2C=C1OC(N)=O)C1=CC=CC2=CC=CC=C12)(CC(CCC1=C(C2=CC=CC=C2C=C1OC(N)=O)C1=CC=CC2=CC=CC=C12)C)C (2,2,4-trimethylhexane-1,6-diyl)bis(carbamoyloxy-1,1'-bi-naphthyl)